BrC1=C(OCCOCCOCCNC(OC(C)(C)C)=O)C=CC(=C1)Cl tert-butyl N-[2-[2-[2-(2-bromo-4-chlorophenoxy)ethoxy]ethoxy]ethyl]carbamate